(2-(2H-1,2,3-triazol-2-yl)phenyl)((1S,4R,6R)-6-(pyridin-2-yloxy)-2-azabicyclo[2.2.1]hept-2-yl)methanone iridium(III) [Ir+3].N=1N(N=CC1)C1=C(C=CC=C1)C(=O)N1[C@@H]2[C@@H](C[C@H](C1)C2)OC2=NC=CC=C2